NC=1N=CSC1C(=O)OCC ethyl 4-amino-1,3-thiazole-5-carboxylate